2-chloro-N-((4-methyloxazol-2-yl)carbamoyl)acetamide ClCC(=O)NC(NC=1OC=C(N1)C)=O